CCCCCCCCC(CCCCCCCC)OC(CCCCCN(CCCCN(CCO)CCCCCC(=O)OC(CCCCCCCC)CCCCCCCC)CCO)=O 6,6'-(butane-1,4-diylbis((2-hydroxyethyl)azanediyl))dihexanoic acid di(heptadecan-9-yl) ester